ClC=1C(=NC=C(C1)F)N1C[C@H](N(CC1)C(CCCC1=C2C=CC=NC2=CC=C1)=O)C (R)-1-(4-(3-chloro-5-fluoropyridin-2-yl)-2-methylpiperazin-1-yl)-4-(quinolin-5-yl)butan-1-one